NC=1C2=C(N=CN1)N(C(=C2C2=CC=C(C=C2)C(=O)N2CCCC2)C2=CC=C(C=C2)NC(C=C2CCCC2)=O)C N-(4-(4-amino-7-methyl-5-(4-(pyrrolidine-1-carbonyl)phenyl)-7H-pyrrolo[2,3-d]pyrimidin-6-yl)phenyl)-2-cyclopentylideneacetamide